ClC=1C(=NC(=NC1)N(C1CCN(CC1)C1=CC=C2C(=NN(C2=C1)C)C1C(NC(CC1)=O)=O)C)NC1=CC2=C(N(C(N2CCC(C)(C)O)=O)C)C=C1 3-[6-[4-[[5-chloro-4-[[3-(3-hydroxy-3-methyl-butyl)-1-methyl-2-oxo-benzimidazol-5-yl]amino]pyrimidin-2-yl]-methyl-amino]-1-piperidyl]-1-methyl-indazol-3-yl]piperidine-2,6-dione